trans-2-morpholin-4-ylcyclohexanol N1(CCOCC1)[C@H]1[C@@H](CCCC1)O